COC(=O)C=1C=C2C(=CC=NC2=CC1OCCN1CCN(CC1)C)NC1=CN=NC(=C1)C1=C(C=CC(=C1)Cl)F 4-{[6-(5-chloro-2-fluorophenyl)pyridazin-4-yl]amino}-7-[2-(4-methylpiperazin-1-yl)ethoxy]quinoline-6-carboxylic acid methyl ester